6-methyl-1H-benzo[d]Imidazol-2(3H)-one CC=1C=CC2=C(NC(N2)=O)C1